3-Chloro-6-(2,4-dimethoxypyrimidin-5-yl)-4-((1S,2R)-2-isopropylcyclopropyl)pyridazine ClC=1N=NC(=CC1[C@@H]1[C@H](C1)C(C)C)C=1C(=NC(=NC1)OC)OC